((2R,3S,4R,5R)-5-(4-aminopyrrolo[2,1-f][1,2,4]triazin-7-yl)-5-cyano-3,4-dihydroxytetrahydrofuran-2-yl)methyl (1-methylcycloheptyl) carbonate C(OC[C@H]1O[C@@]([C@@H]([C@@H]1O)O)(C#N)C1=CC=C2C(=NC=NN21)N)(OC2(CCCCCC2)C)=O